O1C(C=CC=C1)=O Z-pyran-2-one